C(C)(C)(C)OC(=O)N1C[C@@H]([C@H](CC1)F)NC(C1=C(C=C(C(=C1)[N+](=O)[O-])N[C@H]1[C@@H](C1)C(F)F)F)=O (3S,4S)-3-(4-(((1R,2R)-2-(difluoromethyl)cyclopropyl)amino)-2-fluoro-5-nitrobenzoylamino)-4-fluoropiperidine-1-carboxylic acid tert-butyl ester